(R)-4-((1-(2-(4,4-dimethylpiperidin-1-yl)-6-methyl-4-oxo-4H-chromen-8-yl)ethyl)amino)-1H-indene-1,3(2H)-dione CC1(CCN(CC1)C=1OC2=C(C=C(C=C2C(C1)=O)C)[C@@H](C)NC1=C2C(CC(C2=CC=C1)=O)=O)C